tris[1,2-bis(dimethylphosphino)ethyl]molybdenum(0) CP(C(CP(C)C)[Mo-3](C(CP(C)C)P(C)C)C(CP(C)C)P(C)C)C